C(=C)[Sn](Cl)(Cl)Cl vinyltrichlorotin